Cl.FC(C1=C(C#N)C=CC=N1)(F)F 2-(trifluoromethyl)nicotinonitrile hydrochloride